(carbazol-9-yl)-N-(3,5-di-tert-butylphenyl)benzothiazol-2-amine C1=CC=CC=2C3=CC=CC=C3N(C12)C1=CC=CC2=C1N=C(S2)NC2=CC(=CC(=C2)C(C)(C)C)C(C)(C)C